(E)-3-(4-Dodecoxyphenyl)-1-(2-hydroxyphenyl)prop-2-en-1-one C(CCCCCCCCCCC)OC1=CC=C(C=C1)/C=C/C(=O)C1=C(C=CC=C1)O